(2S,3S,4S,5R,6R)-6-[[(2R,3R)-5,7-dihydroxy-2-[3,4,5-trihydroxyphenyl]-3,4-dihydro-2H-chromen-3-yl]oxy]-3,4,5-trihydroxyoxane-2-carboxylic acid OC1=C2C[C@H]([C@H](OC2=CC(=C1)O)C1=CC(=C(C(=C1)O)O)O)O[C@H]1[C@@H]([C@H]([C@@H]([C@H](O1)C(=O)O)O)O)O